ClC1=C(OCCOCCOCCOC=2C=C3C(N(C(C3=CC2)=O)C2C(NC(CC2)=O)=O)=O)C(=CC=C1C(=O)C1C(CCCC1=O)=O)S(=O)(=O)C 5-[2-[2-[2-[2-chloro-3-(2,6-dioxocyclohexanecarbonyl)-6-methylsulfonyl-phenoxy]ethoxy]ethoxy]ethoxy]-2-(2,6-dioxo-3-piperidyl)-isoindoline-1,3-dione